C(CCC)(=O)OC\C=C(\CCC=C(C)C)/C (E)-3,7-Dimethyl-2,6-octadienyl butyrate